C1(CCCC1)N1C(C=CC2=C1N=C(N=C2)NC2=C(C=C(C=C2)S(=O)(=O)N2CCC(CC2)C=O)C)=O 1-((4-((8-cyclopentyl-7-oxo-7,8-dihydropyrido[2,3-d]pyrimidin-2-yl)amino)-3-methylphenyl)sulfonyl)piperidine-4-carbaldehyde